ClC=1C=C2C(=C(C=NC2=CC1)S(N)(=O)=O)NC1=C(C(=O)O)C=CC=C1 2-[(6-chloro-3-sulfamoyl-4-quinolinyl)amino]benzoic acid